FC(S(=O)(=O)[O-])(F)F.FC(S(=O)(=O)[O-])(F)F.[Mn+2] manganese (II) bis(trifluoromethanesulfonate)